2-(4-(3-isopropyl-2-(8-methoxy-7-methyl-[1,2,4]triazolo[1,5-b]pyridazin-6-yl)-1H-indol-5-yl)piperidin-1-yl)-N,N-dimethylacetamide C(C)(C)C1=C(NC2=CC=C(C=C12)C1CCN(CC1)CC(=O)N(C)C)C=1C(=C(C=2N(N1)N=CN2)OC)C